4-(((1,3-dihydroxy-2-(hydroxymethyl) propan-2-yl) amino) methyl)-3-methoxyphenyl-2-methyl-[1,1'-biphenyl]-3-carboxylate OCC(CO)(CO)NCC1=C(C=C(C=C1)OC(=O)C=1C(=C(C=CC1)C1=CC=CC=C1)C)OC